BrC1=CC=C(C=C1)C(C(C)SC1=NN=C(N1C)C1=CC=C(C=C1)C)=O 1-(4-bromophenyl)-2-((4-methyl-5-(p-tolyl)-4H-1,2,4-triazol-3-yl)thio)propan-1-one